1-(6,6-difluorospiro[3.3]heptan-2-yl)-3-(isoquinolin-4-yl)-2-oxoimidazolidine-4-carbonitrile FC1(CC2(CC(C2)N2C(N(C(C2)C#N)C2=CN=CC3=CC=CC=C23)=O)C1)F